COC1=CC2=C(NC3=CC(=CC=C23)OC)C(=N1)C 3,7-dimethoxy-1-methyl-9H-pyrido[3,4-b]indole